1-(3-bromophenyl)-3-methyl-5-(trifluoromethyl)-1H-pyrazole BrC=1C=C(C=CC1)N1N=C(C=C1C(F)(F)F)C